6-((3-(5-phenyl-4,5-dihydro-1H-pyrazole-1-carbonyl)-bicyclo[1.1.1]pentan-1-yl)-methoxy)nicotinonitrile C1(=CC=CC=C1)C1CC=NN1C(=O)C12CC(C1)(C2)COC2=NC=C(C#N)C=C2